NCC=1OC2=C(C1)C=C(C=C2Cl)C2=CC=C(C=N2)C(=O)N2CCN(CC2)C (6-(2-(aminomethyl)-7-chlorobenzofuran-5-yl)pyridin-3-yl)(4-methylpiperazin-1-yl)methanone